CC1(CC(=C(CO1)C=C(C#N)C#N)N1CCOCC1)C 2-((6,6-dimethyl-4-morpholino-5,6-dihydro-2H-pyran-3-yl)methylene)malononitrile